FC=1C=C(C#N)C=CC1OC1=CC=C(C=C1)O 3-fluoro-4-(4-hydroxyphenoxy)benzonitrile